(3aS,5aS,8R,8aS,9R,10aS)-9-(tert-butyl)-9-hydroxy-6-methyl-2,4,7-trioxooctahydro-4H,9H-furo[3'',2'':2',3']cyclopenta[1',2':3,4]furo[2,3-b]pyrrol-8-yl benzoate C(C1=CC=CC=C1)(=O)O[C@@H]1[C@@]23[C@@H](N(C1=O)C)OC([C@]21[C@H](C[C@@]3(O)C(C)(C)C)OC(C1)=O)=O